NC1=C(C=CC(=C1)N)C1=CC=C(C=C1)C1=CC=CC=C1C#N 2',4'-diamino-[1,1'-biphenyl]-4-benzonitrile